N-(6-(3-(4-chloro-3-(trifluoromethyl)phenylsulfonamido)-2,6-difluorophenyl)quinazolin-2-yl)pivaloamide ClC1=C(C=C(C=C1)S(=O)(=O)NC=1C(=C(C(=CC1)F)C=1C=C2C=NC(=NC2=CC1)NC(C(C)(C)C)=O)F)C(F)(F)F